F/C=C(\CNC(OC(C)(C)C)=O)/COC1=C(C2=C(N=C(O2)NCCC)C=C1)F Tert-butyl (E)-(3-fluoro-2-(((7-fluoro-2-(propylamino)benzo[d]oxazol-6-yl)oxy)methyl)allyl)carbamate